OC=1C(=C(C=O)C=CC1O)C 3,4-Dihydroxy-2-methyl-benzaldehyd